O1C(CCCC1)OCCCCCCCCOC1=CC=C(C(=O)O)C=C1 4-(8-(tetrahydro-2H-pyran-2-yloxy)octyloxy)-benzoic acid